(5-(azetidin-3-ylamino)-2-methylphenyl)-2-(5,6-difluoro-2-((4-fluorobenzyl)thio)-4H-imidazo[4,5-b]pyridin-4-yl)butanamide N1CC(C1)NC=1C=CC(=C(C1)C(C(=O)N)(CC)N1C=2C(=CC(=C1F)F)N=C(N2)SCC2=CC=C(C=C2)F)C